2-Chloro-5-(difluoromethoxy)-4-[[4-[1-methyl-4-(trifluoromethyl)imidazol-2-yl]phenyl]methoxy]pyrimidine ClC1=NC=C(C(=N1)OCC1=CC=C(C=C1)C=1N(C=C(N1)C(F)(F)F)C)OC(F)F